NC=1C=CC(=NC1)[C@@H](C(F)(F)F)N(C(=O)C1CS(C1)(=O)=O)C (S)-N-(1-(5-Aminopyridin-2-yl)-2,2,2-trifluoroethyl)-N-methylthietane-3-carboxamide 1,1-dioxide